O=C1N(C2=C(N1C1C(NC(CC1)=O)=O)C=CC=C2)CC2CCNCC2 3-[2-oxo-3-(4-piperidinylmethyl)benzimidazol-1-yl]piperidine-2,6-dione